4-amino-N-(3-methoxy-4-methyl-phenyl)cyclohexanecarboxamide NC1CCC(CC1)C(=O)NC1=CC(=C(C=C1)C)OC